2-[[7-bromo-5-[4-[2-(4-chlorophenyl)ethyl]piperazin-1-yl]sulfonyl-benzimidazol-1-yl]methoxy]ethyl-trimethyl-silane BrC1=CC(=CC2=C1N(C=N2)COCC[Si](C)(C)C)S(=O)(=O)N2CCN(CC2)CCC2=CC=C(C=C2)Cl